C(#N)C1=C(OC2=CC=C3N=CC(=NC3=C2)OCC2CCN(CC2)C(=O)OC(C)(C)C)C(=CC=C1NS(N(C)CC)(=O)=O)F tert-butyl 4-[[7-[2-cyano-3-[[ethyl(methyl)sulfamoyl]amino]-6-fluoro-phenoxy]quinoxalin-2-yl]oxymethyl]piperidine-1-carboxylate